4-methyltetrahydro-2H-pyran-4-carboxylic acid CC1(CCOCC1)C(=O)O